1-(2,2-difluoroethyl)-N-((3aR,5s,6aS)-2-(6-(trifluoromethyl)pyrimidin-4-yl)octahydrocyclopenta[c]pyrrol-5-yl)-1H-pyrazolo[3,4-b]pyrazin-6-amine FC(CN1N=CC=2C1=NC(=CN2)NC2C[C@@H]1[C@@H](CN(C1)C1=NC=NC(=C1)C(F)(F)F)C2)F